(R)-N-(3,3-difluoro-1-(methyl-d3)piperidin-4-yl)-4-methoxy-5-(2-methyl-1-(2,2,2-trifluoroethyl)-1H-benzo[d]imidazol-6-yl)pyrrolo[2,1-f][1,2,4]triazin-2-amine FC1(CN(CC[C@H]1NC1=NN2C(C(=N1)OC)=C(C=C2)C=2C=CC1=C(N(C(=N1)C)CC(F)(F)F)C2)C([2H])([2H])[2H])F